3-azido-7-hydroxy-2H-chromen-2-one N(=[N+]=[N-])C=1C(OC2=CC(=CC=C2C1)O)=O